ClC1=CC=C(C=C1)[C@H]1N(OCC1)C(=O)[C@H]1CC[C@H](CC1)NC(OC(C)(C)C)=O tert-butyl N-[cis-4-[(3S)-3-(4-chlorophenyl)isoxazolidine-2-carbonyl]cyclohexyl]carbamate